NC1=NC(=NN2C1=C(N=C2)C2=C(C=C(C=C2)OC2=CC=CC=C2)F)C2CCC(OC2)CO (5-(4-amino-5-(2-fluoro-4-phenoxyphenyl)imidazo[5,1-f][1,2,4]triazinyl)tetrahydro-2H-pyran-2-yl)methanol